COC1=NC=CC(=C1)C=1C(=C2CCCC2=CC1)NC(=O)NS(=O)(=O)C1=NN(C=C1)C1=CC=C(C=C1)B(O)O (4-(3-(N-((5-(2-methoxypyridin-4-yl)-2,3-dihydro-1H-inden-4-yl)carbamoyl)sulfamoyl)-1H-pyrazol-1-yl)phenyl)boronic acid